1,1,1,2,4,4,4-heptachloro-2-butene ClC(C(=CC(Cl)(Cl)Cl)Cl)(Cl)Cl